FC(=O)[O-].[Cs+].BrC1=C(C(=CC(=C1)C(F)(F)F)C)C=1C=C2CCN(C(C2=CC1)=O)C=1C=CC(=C(C1)NS(=O)(=O)C)O N-(5-(6-(2-bromo-6-methyl-4-(trifluoromethyl)phenyl)-1-oxo-3,4-dihydroisoquinolin-2(1H)-yl)-2-hydroxyphenyl)methanesulfonamide cesium perfluorocarboxylic acid salt